(S)-1-amino-1'-(6-amino-5-((2-amino-3-chloropyridin-4-yl)thio)pyrazin-2-yl)-1,3-dihydrospiro[indene-2,4'-piperidin]-6-ol N[C@@H]1C2=CC(=CC=C2CC12CCN(CC2)C2=NC(=C(N=C2)SC2=C(C(=NC=C2)N)Cl)N)O